C(C)C1=CC=C(C=C1)S(=O)(=O)NCCN1CCC(CC1)CN1N=NC(=C1)C1=C(NC2=CC=C(C=C12)F)C(=O)OCCN 2-aminoethyl 3-(1-((1-(2-((4-ethylphenyl) sulfonylamino) ethyl) piperidin-4-yl) methyl)-1H-1,2,3-triazol-4-yl)-5-fluoro-1H-indole-2-carboxylate